tert-butyl (3-((2-(6-amino-3-(trifluoromethyl)pyridin-2-yl)benzyl)oxy)propyl)carbamate NC1=CC=C(C(=N1)C1=C(COCCCNC(OC(C)(C)C)=O)C=CC=C1)C(F)(F)F